N-(3-(6-fluoropyridin-2-yl)-1-((1s,3s)-3-(2,2,2-trifluoroethoxy)cyclobutyl)-1H-pyrazol-4-yl)-5-(1H-pyrazol-4-yl)furan-2-carboxamide FC1=CC=CC(=N1)C1=NN(C=C1NC(=O)C=1OC(=CC1)C=1C=NNC1)C1CC(C1)OCC(F)(F)F